dipyryl sulfide O1C(C=CC=C1)SC1OC=CC=C1